C(N)(=O)CC[C@@H](C(=O)N[C@H](C(=O)N[C@H](C(=O)O)CCC(C)(C)C)CC=1N=CSC1)NC(=O)[C@H]1NCCC1 (2S)-2-[(2S)-2-[(2S)-4-carbamoyl-2-{[(2S)-pyrrolidin-2-yl]formamido}butanamido]-3-(1,3-thiazol-4-yl)propanamido]-5,5-dimethylhexanoic acid